6-(3-(cyclopentyloxy)phenyl)-2-(pyrimidin-2-yl)-5,6,7,8-tetrahydrophthalazin-1(2H)-one C1(CCCC1)OC=1C=C(C=CC1)C1CC=2C=NN(C(C2CC1)=O)C1=NC=CC=N1